ClC=1C=CC(=NC1)C(C)=O 1-(5-chloropyridin-2-yl)ethan-1-one